CN1C(=NC2=C1C=CC=C2)C=2C=C(C=CC2)C=2C(=C(C=C(C2)C2=CC(=CC=C2)C2=NC1=C(N2C)C=CC=C1)C1=CC(=CC=C1)C1=NC2=C(N1C)C=CC=C2)C2=CC=CC=C2 3''-(1-methyl-1H-benzo[d]imidazol-2-yl)-4',6'-bis(3-(1-methyl-1H-benzo[d]imidazol-2-yl)phenyl)-[1,1':2',1''-terphenyl]